CC1=C(C=CC(=C1)S(N)(=O)=O)C1=CC(=NC=C1)CN1[C@H](COCC1)C(=O)N[C@@H](C)C1=CC=C(C(=O)O)C=C1 4-[(1S)-1-[[(3R)-4-[[4-(2-methyl-4-sulfamoyl-phenyl)-2-pyridyl]methyl]morpholine-3-carbonyl]amino]ethyl]benzoic acid